C(C)(=O)N1CC[C@@H]2N(C([C@H](C1)NC(=O)C=1NC3=CC=C(C=C3C1)C(F)(F)P(O)(O)=O)=O)[C@@H](CC2)C(=O)N2CCCC1=CC=CC=C21 ((2-(((5S,8S,10aR)-3-acetyl-6-oxo-8-(1,2,3,4-tetrahydroquinoline-1-carbonyl)deca-hydropyrrolo[1,2-a][1,5]diazocin-5-yl)carbamoyl)-1H-indol-5-yl)difluorometh-yl)phosphonic acid